4-((3-(1-Fluorocyclopropyl)-2-methoxyphenyl)amino)-6-((5-fluoropyridin-2-yl)amino)nicotinic acid FC1(CC1)C=1C(=C(C=CC1)NC1=CC(=NC=C1C(=O)O)NC1=NC=C(C=C1)F)OC